(R)-4-(5-chloro-2-methoxyphenyl)-6-methyl-N-(5-((4-(S-methylsulfonimidoyl)benzyl)oxy)-1,3,4-thiadiazol-2-yl)nicotinamide ClC=1C=CC(=C(C1)C1=CC(=NC=C1C(=O)NC=1SC(=NN1)OCC1=CC=C(C=C1)[S@@](=O)(=N)C)C)OC